COC=1C=CC2=C(N=CS2)C1 5-methoxy-1,3-benzothiazol